N1(C=NC=C1)C1=CC=C(CN(C2=CC(=CC=C2)COCCOCCN2CCOCC2)CC2=CC(=CC=C2)OC)C=C1 N-(4-(1H-imidazol-1-yl)benzyl)-N-(3-methoxybenzyl)-3-((2-(2-morpholinoethoxy)ethoxy)methyl)aniline